2-Methoxy-3-nitrobenzoic acid methyl ester COC(C1=C(C(=CC=C1)[N+](=O)[O-])OC)=O